3-cyano-7-ethoxycoumarin C(#N)C=1C(OC2=CC(=CC=C2C1)OCC)=O